(S)-3-(1-(4-(2-(1,4-dimethyl-1H-pyrazol-5-yl)-5-fluoropyrimidin-4-yl)piperazine-1-carbonyl)-4,5-dihydro-1H-pyrazol-5-yl)-5-fluorobenzonitrile CN1N=CC(=C1C1=NC=C(C(=N1)N1CCN(CC1)C(=O)N1N=CC[C@H]1C=1C=C(C#N)C=C(C1)F)F)C